3-(9-fluoro-2-(2-methyl-2,8-diazaspiro[4.5]decane-8-carbonyl)-1,2,3,4-tetrahydro-[1,4]diazepino[6,7,1-hi]indol-7-yl)-4-(imidazo[1,2-a]pyridin-3-yl)-1H-pyrrole-2,5-dione FC=1C=C2C(=CN3C2=C(C1)CN(CC3)C(=O)N3CCC1(CCN(C1)C)CC3)C=3C(NC(C3C3=CN=C1N3C=CC=C1)=O)=O